BrC=1C(=NC=NC1OCC)OCC 5-bromo-4,6-diethoxypyrimidine